FC=1C=CC2=C(C1)OCC1=C2N=C(S1)NC(=O)C=1C(=NC=NC1OC)OC N-(7-fluoro-4H-chromeno[4,3-d]thiazol-2-yl)-4,6-dimethoxypyrimidine-5-carboxamide